CN(S(=O)(=O)C1=CC=C(C=C1)N1C(C(=NC(=C1)CCC=O)N1CCN(CC1)C)=O)C N,N-dimethyl-4-[3-(4-methylpiperazin-1-yl)-2-oxo-5-(3-oxopropyl)pyrazin-1(2H)-yl]benzenesulfonamide